CC1=NC(=NC(=C1)C)N1CC2C(C1)CN(C2)C(=O)C2=C(C=C(C=C2)OC)N2N=CC=N2 (5-(4,6-dimethylpyrimidin-2-yl)hexahydropyrrolo[3,4-c]pyrrol-2(1H)-yl)(4-methoxy-2-(2H-1,2,3-triazol-2-yl)phenyl)methanone